4-(trifluoromethyl)pyridin-3-amine FC(C1=C(C=NC=C1)N)(F)F